3-amino-5,6-di-p-tolylpyrazine-2-carbonitrile NC=1C(=NC(=C(N1)C1=CC=C(C=C1)C)C1=CC=C(C=C1)C)C#N